BrC=1C2=CN(N=C2C(=CC1)OCCOC)C 4-bromo-7-(2-methoxyethoxy)-2-methyl-2H-indazole